CN(C(=O)C1NCCNC1)C N,N-dimethylpiperazine-2-carboxamide